BrC=1C=C(C(=NC1)OC=1C=CC=2N(C1)C(=C(N2)C(=O)O)C)OCC(F)(F)F 6-((5-bromo-3-(2,2,2-trifluoroethoxy)pyridin-2-yl)oxy)-3-methylimidazo[1,2-a]pyridine-2-carboxylic acid